methyl (Z)-2-[2,4-dimethyl-5-(3-methylpyrazol-1-yl)phenoxy]-3-methoxy-prop-2-enoate CC1=C(O\C(\C(=O)OC)=C/OC)C=C(C(=C1)C)N1N=C(C=C1)C